N1C(=CC=C1)C(=O)[O-] Azolcarboxylat